ethyl 3-(2-((1-(2-((4-azido-2,2-dimethylbutyl)(6-methylpyridin-2-yl) carbamoyl)-5-methoxyphenyl) piperidin-4-yl)methoxy)pyridin-4-yl)-3-cyclopropylpropanoate N(=[N+]=[N-])CCC(CN(C(=O)C1=C(C=C(C=C1)OC)N1CCC(CC1)COC1=NC=CC(=C1)C(CC(=O)OCC)C1CC1)C1=NC(=CC=C1)C)(C)C